N-[(E)-3-fluoro-2-[[2-[2-(isopropylamino)-2-oxo-ethyl]-1-oxo-3,4-dihydroisoquinoline-6-yl]oxymethyl]allyl]carbamate F/C=C(\CNC([O-])=O)/COC=1C=C2CCN(C(C2=CC1)=O)CC(=O)NC(C)C